FC(C1=C(NCC#CC=2C=C(C3=C(N(C=N3)CC(F)(F)F)C2)C(=O)N[C@@H]2[C@H](CN(CC2)C)C)C=CC(=C1)S(=O)(=O)C)F 6-[3-[2-(difluoromethyl)-4-methylsulfonyl-anilino]prop-1-ynyl]-N-[(3S,4S)-1,3-dimethyl-4-piperidyl]-1-(2,2,2-trifluoroethyl)benzimidazole-4-carboxamide